4-(3-chloro-4-hydroxybenzoamido)thiophene-3-carboxylic acid ClC=1C=C(C(=O)NC=2C(=CSC2)C(=O)O)C=CC1O